hexapentanoyl-N-hexylamide C(CCCC)(=O)C(C(C([NH-])(C(CCCC)=O)C(CCCC)=O)(C(CCCC)=O)C(CCCC)=O)(CCC)C(CCCC)=O